4-(4-(tert-butoxy)-8-fluoro-2-(((2R,7aS)-2-fluorotetrahydro-1H-pyrrolizin-7a(5H)-yl)methoxy)pyrido[4,3-d]pyrimidin-7-yl)-6-fluoro-5-((triisopropylsilyl)ethynyl)naphthalen-2-amine C(C)(C)(C)OC=1C2=C(N=C(N1)OC[C@]13CCCN3C[C@@H](C1)F)C(=C(N=C2)C2=CC(=CC1=CC=C(C(=C21)C#C[Si](C(C)C)(C(C)C)C(C)C)F)N)F